6'-{[4-(pyrimidin-4-yl)piperazin-1-yl]methyl}-2',3'-dihydrospiro[cyclohexane-1,1'-indene]-4-carboxylic acid N1=CN=C(C=C1)N1CCN(CC1)CC1=CC=C2CCC3(C2=C1)CCC(CC3)C(=O)O